[S-2].[Li+].[Mn+2].[Co+2].[Ni+2] nickel-cobalt-manganese-lithium sulfide